N-[(R)-1-(8-cyano-quinolin-5-yl)-5,5-difluoro-piperidin-3-yl]-2-dimethylamino-acetamide C(#N)C=1C=CC(=C2C=CC=NC12)N1C[C@@H](CC(C1)(F)F)NC(CN(C)C)=O